disodium succinate Sodium carbonate C([O-])([O-])=O.[Na+].C(CCC(=O)O)(=O)[O-].[Na+].[Na+]